2-bromo-5-(4-chlorobenzo[d]oxazol-2-yl)isonicotinic acid methyl ester COC(C1=CC(=NC=C1C=1OC2=C(N1)C(=CC=C2)Cl)Br)=O